diethyl (S)-2-(1-amino-2-methylpropyl)-4-(5-((3,4-difluorobenzyl)carbamoyl)thiophen-2-yl)-6-(4-fluorophenethyl)pyridine-3,5-dicarboxylate N[C@@H](C(C)C)C1=NC(=C(C(=C1C(=O)OCC)C=1SC(=CC1)C(NCC1=CC(=C(C=C1)F)F)=O)C(=O)OCC)CCC1=CC=C(C=C1)F